FC1=C(C(=C(C(=C1[B-](C1=C(C(=C(C(=C1F)F)F)F)F)(C1=C(C(=C(C(=C1F)F)F)F)F)C1=C(C(=C(C(=C1F)F)F)F)F)F)F)F)F.C(CCC)[P+](CCCCCCCC)(CCCC)CCCC tributyl-n-octyl-phosphonium tetrakis(pentafluorophenyl)borate